N-(4-((4-(tert-butyl)-3-fluorophenyl)amino)benzyl)-N-hydroxy-1-methylcyclopropane-1-carboxamide C(C)(C)(C)C1=C(C=C(C=C1)NC1=CC=C(CN(C(=O)C2(CC2)C)O)C=C1)F